C(=C)OC1CCC(CC1)C1CCC(CC1)OC=C 4,4'-bis(ethenyloxy)-1,1'-bicyclohexyl